2-(4-(tert-butyl)phenoxy)-N,N-dimethylethan-1-amine C(C)(C)(C)C1=CC=C(OCCN(C)C)C=C1